[Si](C1=CC=CC=C1)(C1=CC=CC=C1)(C(C)(C)C)OCC(COC)OC1=C(C=C(OC1=O)C(=O)O)I 5-({1-[(tert-butyldiphenylsilyl)oxy]-3-methoxypropan-2-yl}oxy)-4-iodo-6-oxopyran-2-carboxylic acid